ClC1=NC=C(C(=N1)C1=CC=C2C=C(C(N(C2=C1)C(C)C)CN1[C@H](COC[C@@H]1C)C)C)Cl 7-(2,5-dichloropyrimidin-4-yl)-2-(((3S,5S)-3,5-dimethylmorpholino)methyl)-1-isopropyl-3-methylquinolin